1-(3-(dimethylamino)-4-methylphenyl)-3-((5-(2,6-dioxopiperidin-3-yl)-6-oxo-5,6-dihydro-4H-thieno[2,3-c]pyrrol-2-yl)methyl)urea CN(C=1C=C(C=CC1C)NC(=O)NCC1=CC2=C(C(N(C2)C2C(NC(CC2)=O)=O)=O)S1)C